C(C)N1N=NN=C1N 1-ethyltetrazol-5-amine